ethyl 2-[3-(1,3-dioxolan-2-yl)-2-fluorophenyl]-2,2-difluoroacetate O1C(OCC1)C=1C(=C(C=CC1)C(C(=O)OCC)(F)F)F